methyl (R)-pyrrole-3-carbamate N1C=C(C=C1)NC(=O)OC